BrC1=C(C=C2C=NN(C2=C1C(=O)OC)C1OCCCC1)OC methyl 6-bromo-5-methoxy-1-(tetrahydro-2H-pyran-2-yl)-1H-indazole-7-carboxylate